ClC1=CC=C(C(=N1)C(=O)O)NC(C)C1=C2N=C(C(=NC2=CC(=C1)C)C#N)N1CC2(CCC2O)CCC1 6-chloro-3-((1-(2-cyano-3-(1-hydroxy-6-azaspiro[3.5]nonan-6-yl)-7-methylquinoxalin-5-yl)ethyl)amino)picolinic acid